NCCN1C(NCC1=O)=O 3-(2-aminoethyl)imidazolidine-2,4-dione